3-(7-(4-(((1R,5S,6r)-3-azabicyclo[3.1.0]hexan-6-yl)methyl)piperazin-1-yl)-1-methyl-1H-indazol-3-yl)piperidine-2,6-dione [C@H]12CNC[C@@H]2C1CN1CCN(CC1)C=1C=CC=C2C(=NN(C12)C)C1C(NC(CC1)=O)=O